C(=O)(O)CC(C)N[C@@H](CC(=O)[O-])C(=O)[O-].[Na+].[Na+].[Na+] trisodium (1-carboxypropan-2-yl)aspartate